3-[[4-amino-5,5-dimethyl-8-(4-methylpiperazin-1-yl)-6H-benzo[h]quinazolin-7-yl]-methyl-amino]propanenitrile NC1=NC=NC=2C3=C(CC(C12)(C)C)C(=C(C=C3)N3CCN(CC3)C)N(CCC#N)C